COC1=C(CN(C2=NC(=NN3C2=NC=C3)N[C@@H](C)CCC)CC3=C(C=C(C=C3)OC)OC)C=CC(=C1)OC (S)-N4,N4-bis(2,4-dimethoxybenzyl)-N2-(pentan-2-yl)imidazo[2,1-f][1,2,4]triazine-2,4-diamine